NCCC(CN1CC(CC1)C1=NC(=CC=C1)C(F)(F)F)O 4-Amino-1-(3-(6-(trifluoromethyl)pyridin-2-yl)pyrrolidin-1-yl)butan-2-ol